1-fluorocyclopropanecarboxylic acid FC1(CC1)C(=O)O